BrC1=C(C=CC=2OC=COC21)OC 5-bromo-6-methoxybenzo[b][1,4]dioxin